1-benzyl-3-[3-(tert-butylsulfamoyl)-4-[2-(4-hydroxy-1-piperidinyl)thiazol-5-yl]phenyl]urea C(C1=CC=CC=C1)NC(=O)NC1=CC(=C(C=C1)C1=CN=C(S1)N1CCC(CC1)O)S(NC(C)(C)C)(=O)=O